4-n-propyl-4-vinyl-1,3-dioxolan-2-one C(CC)C1(OC(OC1)=O)C=C